1-(1-octyl)imidazolium tert-butyl-(4S)-4-(methoxymethyl)-2,2-dioxo-oxathiazolidine-3-carboxylate C(C)(C)(C)OC(=O)N1S(OC[C@@H]1COC)(=O)=O.C(CCCCCCC)N1C=[NH+]C=C1